N-(2-Chloro-5-methoxyphenyl)-6-(piperidin-4-yl)imidazo[1,2-a]pyridine-3-carboxamide ClC1=C(C=C(C=C1)OC)NC(=O)C1=CN=C2N1C=C(C=C2)C2CCNCC2